ClC1=CC=C(C=N1)NC1=NC=CC2=CC(=CC=C12)OCC=1C(=NN(C1)C)C N-(6-chloropyridin-3-yl)-6-((1,3-dimethyl-1H-pyrazol-4-yl)methoxy)isoquinolin-1-amine